alpha-vinylbenzyl phosphonate P(OC(C1=CC=CC=C1)C=C)([O-])=O